ClC1=C(C=CC(=C1)C(F)(F)F)NC(CN1C=2N(C(C(=C1CC)N1CCNCC1)=O)N=C(N2)C2=CC1=C(N=C(O1)N1CCOCC1)C=C2)=O N-(2-Chloro-4-(trifluoromethyl)phenyl)-2-(5-ethyl-2-(2-morpholinobenzo[d]oxazol-6-yl)-7-oxo-6-(piperazin-1-yl)-[1,2,4]triazolo[1,5-a]pyrimidin-4(7H)-yl)acetamide